Methyl (1R,2S,5S)-3-[(2S)-2-(tert-butoxycarbonylamino)-3-cyclopropyl-propanoyl]-6,6-dimethyl-3-azabicyclo[3.1.0]hexane-2-carboxylate C(C)(C)(C)OC(=O)N[C@H](C(=O)N1[C@@H]([C@H]2C([C@H]2C1)(C)C)C(=O)OC)CC1CC1